9-(4-(2-phenyl-benzooxazol-6-yl)-phenyl)-3,6-di-quinolin-3-yl-9H-carbazole C1(=CC=CC=C1)C=1OC2=C(N1)C=CC(=C2)C2=CC=C(C=C2)N2C1=CC=C(C=C1C=1C=C(C=CC21)C=2C=NC1=CC=CC=C1C2)C=2C=NC1=CC=CC=C1C2